NC1=C(C=C(C=N1)B(O)O)OC(C)C1=C(C=NN1C)C {6-amino-5-[1-(1,4-dimethyl-1H-pyrazol-5-yl)ethoxy]pyridin-3-yl}boronic acid